FC1=C(C=C(C(=C1)C(F)(F)F)C=1N=NC=CC1)NC(=O)N1[C@@H]2C[C@H](C[C@]1(C2)C=2OC(=NN2)C)C (1S,3R,5R)-N-(2-fluoro-5-(pyridazin-3-yl)-4-(trifluoromethyl)phenyl)-3-methyl-1-(5-methyl-1,3,4-oxadiazol-2-yl)-6-azabicyclo[3.1.1]heptane-6-carboxamide